OCCNC1=C(C(C(=C(C1=O)NC(OCC)=O)NCCO)=O)NC(OCC)=O diethyl {2,5-bis[(2-hydroxyethyl)amino]-3,6-dioxo-1,4-cyclohexadiene-1,4-diyl}biscarbamate